P(O)(=O)(OP(=O)(O)OP(=O)(O)O)OC[C@@H]1[C@H]([C@H]([C@@H](O1)C1=CN(C(=O)NC1=O)CC#N)O)O 1-cyanomethylpseudouridine triphosphate